C(C(CCC(=O)O)CC(=O)O)CC(=O)O.CC(CO)(C)C1CCNCC1 2-methyl-2-(4-piperidinyl)propan-1-ol 1,2,3-propanetriyl-triacetate